S(=O)(=O)=N[C@]1(C(=C2C=CC=CC2=CC1N)C1=C(C=CC2=CC=CC=C12)N)N (S)-N-monosulfonyl-2,2'-diamino-1,1'-binaphthyl-diamine